(R)-2-(benzofuran-3-yl)-1-((3-acetylphenyl)methylsulfonyl)ethylboronic acid O1C=C(C2=C1C=CC=C2)C[C@H](S(=O)(=O)CC2=CC(=CC=C2)C(C)=O)B(O)O